OC(=O)C(F)(F)F.CN1C(N(C2=C1C(=CC=C2)C2CCNCC2)N2C(CCCC2=O)=O)=O (3-methyl-2-oxo-4-(piperidin-4-yl)-2,3-dihydro-1H-benzo[d]imidazol-1-yl)piperidine-2,6-dione TFA salt